[3-[3-(2,3-dichlorophenyl)-1H-pyrazolo[3,4-b]pyrazin-6-yl]-7-pyrimidin-2-yl-3-azabicyclo[4.1.0]heptan-7-yl]methanamine ClC1=C(C=CC=C1Cl)C1=NNC2=NC(=CN=C21)N2CC1C(C1CC2)(C2=NC=CC=N2)CN